4-((1-Isopropylazetidin-3-yl)oxy)benzoic acid ethyl ester C(C)OC(C1=CC=C(C=C1)OC1CN(C1)C(C)C)=O